1-(5-bromo-2-fluoro-phenyl)hexan-1-one BrC=1C=CC(=C(C1)C(CCCCC)=O)F